3-fluoro-N-(6-(5-fluoro-3,3-dimethylindolin-1-yl)pyridin-3-yl)-5-formyl-4-hydroxybenzoamide FC=1C=C(C(=O)NC=2C=NC(=CC2)N2CC(C3=CC(=CC=C23)F)(C)C)C=C(C1O)C=O